ClC=1C=C(C=NC1)CNCC[C@]1(CCOC2(CCCC2)C1)C1=CC=CC=C1 [(5-chloropyridin-3-yl)methyl]({2-[(9R)-9-phenyl-6-oxaspiro[4.5]decan-9-yl]ethyl})amine